C(C=C)N(C(=O)N)CC=C 1,1-diallylurea